C1(=CC=CC=C1)CS(=O)(=O)OC1=C(OC(C1=O)([2H])C1=C(C=C(C=C1)OC)OC)N 2-amino-5-(2,4-dimethoxyphenyl)-4-oxo-4,5-dihydrofuran-3-yl-5-d phenylmethanesulfonate